OB1OC2=C(C=C1CCO)C=C(C=C2)NN2N=CC(=C2)C(=O)N {[2-hydroxy-3-(2-hydroxyethyl)-2H-1,2-benzoxaborinin-6-yl]amino}-1H-pyrazole-4-carboxamide